tert-butyl (3R,5S)-4-(chlorocarbonyl)-3,5-dimethylpiperazine-1-carboxylate ClC(=O)N1[C@@H](CN(C[C@@H]1C)C(=O)OC(C)(C)C)C